C(#N)[C@H](C[C@@H]1C(NCCC1)=O)NC(=O)[C@H]1N([C@@H]2CC([C@H]1CC2)(F)F)C([C@H](C)NC2=C(C=CC(=C2)F)F)=O (1S,3S,4S)-N-[(1S)-1-cyano-2-[(3R)-2-oxo-3-piperidyl]ethyl]-2-[(2S)-2-(2,5-difluoroanilino)propanoyl]-5,5-difluoro-2-azabicyclo[2.2.2]octane-3-carboxamide